FC1=C(C(=CC(=C1)C(NC)=O)F)C=1N=C2N(C=CC(=C2)C)C1CC1C2(OCCO2)CCN(C1)C(=O)OC methyl 6-((2-(2,6-difluoro-4-(methylcarbamoyl) phenyl)-7-methylimidazo[1,2-a]pyridin-3-yl) methyl)-1,4-dioxa-8-azaspiro[4.5]decane-8-carboxylate